N[Si](OCC)(OCC)OCC mono-aminotriethoxysilane